C(C)C=CC=CCC Ethylhexadiene